Benzyl 2-(6-((1-acetyl-1H-pyrazol-3-yl)oxy)-5,5-difluoro-2-(3-((S)-3-methoxy-2-methyl-3-oxopropyl)phenyl)-2-methylhexanoyl)-1-methylhydrazine-1-carboxylate C(C)(=O)N1N=C(C=C1)OCC(CCC(C(=O)NN(C(=O)OCC1=CC=CC=C1)C)(C)C1=CC(=CC=C1)C[C@@H](C(=O)OC)C)(F)F